C(C=C)(=O)OCCCBr 3-bromo-1-propyl acrylate